ClC1=CC=C(C=C1)[C@@](C)(C#C)C=1N=C(SC1)NC(C1=C(C=C(C=C1F)N1CCN(CC1)C)F)=O (R)-N-(4-(2-(4-chlorophenyl)but-3-yn-2-yl)thiazol-2-yl)-2,6-difluoro-4-(4-methylpiperazin-1-yl)benzamide